C(N)(OCCCCC(C)=O)=O (3-oxobutyl)-ethyl carbamate